C(C=C)(=O)N1[C@H](CN(CC1)C=1C2=C(N=C(N1)OC[C@H]1N(CCC1)C)CC(OC2)C2=C1CCCC1=CC=C2)CC#N 2-((2S)-1-acryloyl-4-(7-(2,3-dihydro-1H-inden-4-yl)-2-(((S)-1-methylpyrrolidin-2-yl)methoxy)-7,8-dihydro-5H-pyrano[4,3-d]pyrimidin-4-yl)piperazin-2-yl)acetonitrile